OCCN(CCCCCCCCCCCCCCC)CCO Bis(2-hydroxyethyl)pentadecylamin